C1C(CC2=CC=CC=C12)O[C@@H](CC=1SC=C(N1)CC(=O)O)[C@H](O)C1=CC(=C(C(=C1)OC)C)OC 2-(2-((2S,3R)-2-((2,3-dihydro-1H-inden-2-yl)oxy)-3-(3,5-dimethoxy-4-methylphenyl)-3-hydroxypropyl)thiazol-4-yl)acetic acid